O1C(=NN=C1)C[C@]12C[C@H](N([C@@H]2C1)C(=O)OC(C)(C)C)C(=O)OCC1=CC=CC=C1 (1R,3S,5R)-3-Benzyl 2-tert-butyl 5-((1,3,4-oxadiazol-2-yl)methyl)-2-azabicyclo[3.1.0]hexane-2,3-dicarboxylate